CN(CCCNC(=NC(C(F)(F)F)=O)NC1=NC2=CC=CC=C2C(=N1)C)C N-(((3-(Dimethylamino)propyl)amino)((4-methylquinazolin-2-yl)amino)methylene)-2,2,2-trifluoroacetamide